tert-butyl 9-(4-amino-5-isopropyl-7-methyl-7H-pyrrolo[2,3-d]pyrimidin-6-yl)-3-azaspiro[5.5]undec-8-ene-3-carboxylate NC=1C2=C(N=CN1)N(C(=C2C(C)C)C2=CCC1(CCN(CC1)C(=O)OC(C)(C)C)CC2)C